8-methylhexahydro-1H-pyrazino[1,2-a]pyrazin-4(6H)-one CN1CC2N(C(CNC2)=O)CC1